ClC1=C(C=CC=C1)C1=C(C2=C(N=C(N=C2)NC2=C(C=C(C=C2)N(C)CCN(C)C)OC)N(C1=O)C)C#C[Si](C(C)C)(C(C)C)C(C)C 6-(2-chlorophenyl)-2-[(4-{[2-(dimethylamino)ethyl](methyl)amino}-2-methoxyphenyl)amino]-8-methyl-5-[2-(triisopropylsilyl)ethynyl]pyrido[2,3-d]pyrimidin-7-one